C1(CC1)C=1N=CC=2N(C1C(O)C=1N=NN(C1)C1=CC=C(C=C1)OC)C=NC2 (6-Cyclopropyl-imidazo[1,5-a]pyrazin-5-yl)-[1-(4-methoxy-phenyl)-1H-[1,2,3]triazol-4-yl]-methanol